C(C)(C)(CCC)OOC(C)(C)CCC di-tert-hexylperoxide